methyl 1-(7-(8-ethyl-7-fluoro-3-hydroxynaphthalen-1-yl)-6,8-difluoro-2-(((2R,7aS)-2-fluorotetrahydro-1H-pyrrolizin-7a(5H)-yl)methoxy)quinazolin-4-yl)azepane-4-carboxylate C(C)C=1C(=CC=C2C=C(C=C(C12)C1=C(C=C2C(=NC(=NC2=C1F)OC[C@]12CCCN2C[C@@H](C1)F)N1CCC(CCC1)C(=O)OC)F)O)F